(R)-4-(7-methylpyrazolo[1,5-a]pyridin-2-yl)-5-(5-(trifluoromethyl)pyrimidin-2-yl)-4,5,6,7-tetrahydro-1H-imidazo[4,5-c]pyridine CC1=CC=CC=2N1N=C(C2)[C@@H]2N(CCC1=C2N=CN1)C1=NC=C(C=N1)C(F)(F)F